1-(3-(aminomethyl)phenyl)-N-(3-((cyclopropylmethylamino)(naphthalen-1-yl)methyl)phenyl)-3-(trifluoromethyl)-1H-pyrazole-5-carboxamide NCC=1C=C(C=CC1)N1N=C(C=C1C(=O)NC1=CC(=CC=C1)C(C1=CC=CC2=CC=CC=C12)NCC1CC1)C(F)(F)F